CN1N=CC(=C1C1CCN(CC1)C1=CC(=NC(=C1C#N)C(F)(F)F)N1CC(C1)O)C 4-(4-(1,4-dimethyl-1H-pyrazol-5-yl)piperidin-1-yl)-6-(3-hydroxyazetidin-1-yl)-2-(trifluoromethyl)nicotinonitrile